racemic-N-acetylpiperidine-2,3-dicarboxylic acid dimethyl ester COC(=O)C1N(CCCC1C(=O)OC)C(C)=O